chloro-2-methoxy-5-nitropyridin-3-amine ClC1=C(C(=NC=C1[N+](=O)[O-])OC)N